2-((4-methoxybenzyl)amino)quinoline-7-thiol COC1=CC=C(CNC2=NC3=CC(=CC=C3C=C2)S)C=C1